N-(8-(((3S,4R)-3-fluoro-1-methylpiperidin-4-yl)amino)-2-(3-((2-methoxy-4-(methylsulfonyl)phenyl)amino)prop-1-yn-1-yl)-3-(2,2,2-trifluoroethyl)imidazo[1,2-a]pyridin-6-yl)acrylamide F[C@H]1CN(CC[C@H]1NC=1C=2N(C=C(C1)NC(C=C)=O)C(=C(N2)C#CCNC2=C(C=C(C=C2)S(=O)(=O)C)OC)CC(F)(F)F)C